CN1CCN(CC1)C=1C=CC(=NC1)NC=1C=CC(=C2CNC(C12)=O)C1=NC=NC=C1 7-[[5-(4-methylpiperazin-1-yl)-2-pyridyl]amino]-4-pyrimidin-4-yl-isoindolin-1-one